6-chloro-4'-(3-chloro-2-fluorophenyl)-N-(4-hydroxycyclohexyl)-2'-neopentyl-2-oxospiro[indoline-3,3'-pyrrolidine]-5'-carboxamide ClC1=CC=C2C(=C1)NC(C21C(NC(C1C1=C(C(=CC=C1)Cl)F)C(=O)NC1CCC(CC1)O)CC(C)(C)C)=O